2-methyl-1-propenesulfonic Acid CC(=CS(=O)(=O)O)C